C1(C=CC=C1)OCC(C)OC1C=CC=C1 Propylene glycol dicyclopentadienyl ether